tert-butyl 4-[3-(6-chlorochromane-3-carbonyl)-1-[2-(dimethylamino)ethyl]indol-6-yl]-3-methyl-pyrazole-1-carboxylate ClC=1C=C2CC(COC2=CC1)C(=O)C1=CN(C2=CC(=CC=C12)C=1C(=NN(C1)C(=O)OC(C)(C)C)C)CCN(C)C